BrC1=NN(C(=C1)C1=CC=CC=C1)C1OCCCC1 3-bromo-5-phenyl-1-(tetrahydro-2H-pyran-2-yl)-1H-pyrazole